ClC=1C(=C(C=CC1Cl)NC1=NC=NC2=CC=C(C=C12)C=1CN(CCC1)S(=O)(=O)C=C)F N-(3,4-dichloro-2-fluorophenyl)-6-(1-(vinylsulfonyl)-1,2,5,6-tetrahydropyridin-3-yl)quinazolin-4-amine